(S)-2-(piperazin-1-yl)-N-(4-(piperidin-1-ylsulfonyl)phenyl)propanamide N1(CCNCC1)[C@H](C(=O)NC1=CC=C(C=C1)S(=O)(=O)N1CCCCC1)C